(2S)-2-(4-bromo-2-(isoxazol-3-yl)phenoxy)-4-fluorobutanenitrile BrC1=CC(=C(O[C@H](C#N)CCF)C=C1)C1=NOC=C1